ClC1=CC=C2C3(CC=4C(=NOC4C2=C1)N)CC3 8'-chloro-4'H-spiro[cyclopropane-1,5'-naphtho[2,1-d]isoxazol]-3'-amine